(5-(3-fluorobenzyl)thiazol-2-yl)-1-methyl-6-oxo-1,4,5,6-tetrahydropyridazine-3-carboxamide FC=1C=C(CC2=CN=C(S2)C2C(=NN(C(C2)=O)C)C(=O)N)C=CC1